(3S,4S)-4-amino-3-hydroxy-6-methylheptanoic acid N[C@H]([C@H](CC(=O)O)O)CC(C)C